C(#N)C1=C(C=C(C=C1)N1C(N(C(C1=O)(C)C)[C@@H]1CC[C@H](CC1)CCOC1C[C@H](N([C@H](C1)C)CC(=O)O)C)=S)C(F)(F)F 2-((2R,4r,6S)-4-(2-((trans)-4-(3-(4-cyano-3-(trifluoromethyl)phenyl)-5,5-dimethyl-4-oxo-2-thioxoimidazolidin-1-yl)cyclohexyl)ethoxy)-2,6-dimethylpiperidin-1-yl)acetic acid